S(=O)(=O)=C1CC=2C(=NC=CC2)N1 Sulfonyl-1H-pyrrolo[2,3-b]pyridin